(6S,9S)-N-benzyl-6-(4-hydroxy-2,6-dimethylbenzyl)-2,9-dimethyl-4,7-dioxo-8-(quinolin-8-ylmethyl)octahydro-1H-pyrazino[2,1-c][1,2,4]triazine-1-carboxamide C(C1=CC=CC=C1)NC(=O)N1N(CC(N2C1[C@@H](N(C([C@@H]2CC2=C(C=C(C=C2C)O)C)=O)CC=2C=CC=C1C=CC=NC21)C)=O)C